3-((9-((6-Morpholinopyridin-3-yl)sulfonyl)-3,9-diazaspiro[5.5]undecan-3-yl)methyl)benzonitrile O1CCN(CC1)C1=CC=C(C=N1)S(=O)(=O)N1CCC2(CCN(CC2)CC=2C=C(C#N)C=CC2)CC1